Pyridinium hydrogen sulfate S(=O)(=O)(O)[O-].[NH+]1=CC=CC=C1